Cl.CC1(OCCN(C1=O)C=1C=C2C(=CC=NC2=CC1)C(=O)O)C 6-(2,2-Dimethyl-3-oxomorpholino)quinoline-4-carboxylic acid HCl